5-(8-dimethylamino-2-oxo-8-phenyl-1,3-diazaspiro[4.5]decan-3-yl)-N-(2-hydroxy-ethyl)-N-methyl-pyrimidine-2-carboxylic acid amide CN(C1(CCC2(CN(C(N2)=O)C=2C=NC(=NC2)C(=O)N(C)CCO)CC1)C1=CC=CC=C1)C